3-[1-[[(2S,4R)-1-[(2S)-2-(4-cyclopropyltriazol-1-yl)-3,3-dimethyl-butanoyl]-4-hydroxy-pyrrolidine-2-carbonyl]amino]-1-methyl-ethyl]-1,2,4-oxadiazole-5-carboxamide C1(CC1)C=1N=NN(C1)[C@H](C(=O)N1[C@@H](C[C@H](C1)O)C(=O)NC(C)(C)C1=NOC(=N1)C(=O)N)C(C)(C)C